C1(=CC=CC=C1)C=1C2=CC=CC=C2C(=C2C=CC(=CC12)S(=O)(=O)[O-])C1=CC=CC=C1.[Na+] Sodium 9,10-diphenylanthracene-2-sulfonate